N,N-dioctadecyl-2-fluoroethylamine C(CCCCCCCCCCCCCCCCC)N(CCCCCCCCCCCCCCCCCC)CCF